(S)-1-(5-((3-chloro-2-(1H-imidazol-1-yl)pyridin-4-yl)thio)pyrazin-2-yl)-4'H,6'H-spiro[piperidine-4,5'-pyrrolo[1,2-b]pyrazol]-4'-amine (trifluoroacetate) FC(C(=O)O)(F)F.ClC=1C(=NC=CC1SC=1N=CC(=NC1)N1CCC2([C@@H](C=3N(N=CC3)C2)N)CC1)N1C=NC=C1